2-(3-(Hydroxymethyl)isoxazol-5-yl)-4-methoxybenzonitrile OCC1=NOC(=C1)C1=C(C#N)C=CC(=C1)OC